O1C(=CC=C1)CN1CC(CC1=O)C(=O)NC1=CC=C(C=C1)C1=NC(=NO1)C1=CC=C(C=C1)C(F)(F)F 1-[(Furan-2-yl)methyl]-5-oxo-N-(4-{3-[4-(trifluoromethyl)phenyl]-1,2,4-oxadiazol-5-yl}phenyl)pyrrolidine-3-carboxamide